FC=1C=CC(=NC1)NC(=O)C1(CCC1)C=1C=C2CCCN(C2=CC1)C(=O)C1=NC=CC(=N1)C N-(5-fluoropyridin-2-yl)-1-[1-(4-methylpyrimidine-2-carbonyl)-1,2,3,4-tetrahydroquinolin-6-yl]cyclobutane-1-carboxamide